2-((3-bromo-1-methyl-1H-pyrazol-4-yl)methyl)-6,8-dimethylimidazo[1,2-a]pyrazine BrC1=NN(C=C1CC=1N=C2N(C=C(N=C2C)C)C1)C